(+)-menthyl (R)-p-toluenesulfinate CC1=CC=C(C=C1)[S@](=O)OC1CC(CCC1C(C)C)C